tert-butyl (3-(3-(1H-benzo[d][1,2,3]triazol-5-yl)isoxazol-5-yl)-5-(4-(isopropylsulfonyl)phenyl)pyrazin-2-yl)carbamate N1N=NC2=C1C=CC(=C2)C2=NOC(=C2)C=2C(=NC=C(N2)C2=CC=C(C=C2)S(=O)(=O)C(C)C)NC(OC(C)(C)C)=O